1-isopropoxy-2-isothiocyanatobenzene C(C)(C)OC1=C(C=CC=C1)N=C=S